4-methylcyclohexanamine CC1CCC(CC1)N